5-[5-(4-Fluorophenyl)pentan-2-yl]benzene-1,3-diol FC1=CC=C(C=C1)CCCC(C)C=1C=C(C=C(C1)O)O